N1=CN(C=2C=CC=3C=CC=NC3C21)C(=O)O imidazo[4,5-h]quinoline-3-carboxylic acid